4-({1',2'-dihydrospiro[cyclopentane-1,3'-pyrrolo[2,3-b]pyridin]-1'-yl}sulfonyl)-N,N-dimethylbenzene-1-sulfonamide N1(CC2(C=3C1=NC=CC3)CCCC2)S(=O)(=O)C2=CC=C(C=C2)S(=O)(=O)N(C)C